CNS(=O)(=O)C=1C=NC(=C(C1)C=1N=CN(C1)C[C@H]1OC1)NCC1=CC=C(C=C1)C(F)(F)F N-methyl-5-[1-[[(2R)-oxiran-2-yl]methyl]imidazol-4-yl]-6-[[4-(trifluoromethyl)phenyl]methylamino]pyridine-3-sulfonamide